DODECYL-BENZENESULFONIC ACID IODINE [I].C(CCCCCCCCCCC)C1=C(C=CC=C1)S(=O)(=O)O